C(CCC)[Sn](OC(C)=O)(OC(C)=O)CCCC di-n-butyldiacetyloxytin